C(CCCCCCCC)NCCCCCCN N-nonylhexane-1,6-diamine